BrC=1C=C(N(N1)C1=NC=CC=C1Cl)C1=NC=2C(C(O1)=O)=CC=1C(C2C)=CN(N1)C 6-[5-bromo-2-(3-chloro-2-pyridyl)pyrazol-3-yl]-2,4-dimethyl-pyrazolo[3,4-g][3,1]benzoxazin-8-one